C[Si](CC[Li])(C)C 2-(trimethylsilyl)ethyllithium